C1=C(C=CC2=CC=CC=C12)C(C)=O 1-(2-naphthalenyl)-ethanone